(RS)-2-(4-methoxyphenyl)-4-methyl-3-(pyridin-4-yl)-6,7-dihydropyrazolo[1,5-a]pyrazin COC1=CC=C(C=C1)C1=NN2C(C(=NCC2)C)=C1C1=CC=NC=C1